[13C@@H]1([13C@H](O)[13C@H](O)[13C@@H]([13CH2]O)O1)N1C=NC=2C(O)=NC=NC12 inosine-13C5